NC1=NC=CC=2N1C(=NC2C2=CCC1(OCCO1)CC2)C2=CC=C(CNC(C1=C(C=CC(=C1)F)OC)=O)C=C2 N-(4-(5-amino-1-(1,4-dioxaspiro[4.5]dec-7-en-8-yl)imidazo[1,5-c]pyrimidin-3-yl)benzyl)-5-fluoro-2-methoxybenzamide